CC1=C(C=CC=C1C)N1CCN(CC1)C(CN1N=C(C=2CCCCC12)C(=O)N1CCC(CC1)O)=O 1-(4-(2,3-dimethylphenyl)piperazin-1-yl)-2-(3-(4-hydroxy-piperidine-1-carbonyl)-4,5,6,7-tetrahydro-1H-indazol-1-yl)ethanone